hexadecane-1,16-dicarboxylic acid C(CCCCCCCCCCCCCCCC(=O)O)C(=O)O